C(CCCCCCCC)N(CC(=O)N1C2CN(C(C1)C2)CC)CCCCCCCCC 1-(5-(dinonylglycyl)-2,5-diazabicyclo[2.2.1]heptan-2-yl)ethan